COC(=O)C=1C=C(C2=C(N(C(=N2)CCl)C[C@H]2OCC2)C1)OC(F)F (S)-2-(chloromethyl)-4-difluoromethoxy-1-((oxetan-2-yl)methyl)-1H-benzo[d]imidazole-6-carboxylic acid methyl ester